ClC1=CC2=C(NC(C(N2C)=O)=O)N=C1 7-chloro-1-methyl-2,3-dioxo-2,3-dihydropyrido[2,3-b]pyrazine